5-(2-chloro-4-methylphenyl)-3-(methylamino)-4H-benzo[e][1,2,4]thiadiazine 1,1-dioxide ClC1=C(C=CC(=C1)C)C1=CC=CC2=C1NC(=NS2(=O)=O)NC